1-ethyl butyrate C(CCC)(=O)OCC